[(3aS,7aS)-3a-(3,4-dimethoxyphenyl)-1-methyl-3,4,7,7a-tetrahydro-2H-indol-6-yl] 4-(trifluoromethyl)benzoate FC(C1=CC=C(C(=O)OC2=CC[C@]3(CCN([C@H]3C2)C)C2=CC(=C(C=C2)OC)OC)C=C1)(F)F